(S)-2-((1-methylpyrrolidin-2-yl)methoxy)-7-(naphthalen-1-ylmethyl)imidazo[2,1-f][1,2,4]triazin-4-ol CN1[C@@H](CCC1)COC1=NN2C(C(=N1)O)=NC=C2CC2=CC=CC1=CC=CC=C21